7-[4-(10-phenyl-9-anthracenyl)phenyl]-7H-dibenzo[c,g]Carbazole C1(=CC=CC=C1)C1=C2C=CC=CC2=C(C2=CC=CC=C12)C1=CC=C(C=C1)N1C=2C=CC3=C(C2C=2C4=C(C=CC12)C=CC=C4)C=CC=C3